5-cyclopropyl-4-((((2r,4r)-2-methylpiperidin-4-yl)oxy)methyl)-3-(2-(trifluoromethoxy)phenyl)isoxazole C1(CC1)C1=C(C(=NO1)C1=C(C=CC=C1)OC(F)(F)F)CO[C@H]1C[C@H](NCC1)C